FC=1C=C(C=CC1)C(C(=O)N1CC2=C(N=C(NC2=O)C2(CC2)C2=CC=C(C=C2)F)CC1)O 6-(2-(3-fluorophenyl)-2-hydroxyacetyl)-2-(1-(4-fluorophenyl)cyclopropyl)-5,6,7,8-tetrahydropyrido[4,3-d]pyrimidin-4(3H)-one